FC=1C=CC(=NC1)N1CCN(CC1)C(=O)C=1N=C(C2=C(N1)OC(=C2)C)NC2(CC2)C [4-(5-fluoropyridin-2-yl)piperazine-1-carbonyl]-6-methyl-N-(1-methylcyclopropyl)furo[2,3-d]pyrimidin-4-amine